C(C1=CC=CC=C1)OC1=CC(=C(C=C1F)[B-](F)(F)F)CC (4-(Benzyloxy)-2-ethyl-5-fluorophenyl)trifluoroborate